O=C1N(C(C(N1)CC#C)=O)C1CC2(CC(C2)OC2=NC=CC=C2C(=O)N)C1 2-{[(αR)-6-[2,5-dioxo-4-(prop-2-yn-1-yl)imidazolidin-1-yl]spiro-[3.3]heptan-2-yl]oxy}pyridine-3-carboxamide